C(CCCCC)NC1CC(CCC1)N N-hexylcyclohexane-1,3-diamine